Cl[Zn]C1=C(C=C(C=C1)OC(F)F)F chloro-[4-(difluoromethoxy)-2-fluoro-phenyl]zinc